C(#N)C(C(=O)[O-])=C(C1=CC=CC=C1)C1=CC=CC=C1 2-cyano-3,3-diphenyl-2-propenoate